tert-Butyl (R)-(4-((4-(1,3-dioxolan-2-yl)butyl)thio)but-3-yn-2-yl)carbamate O1C(OCC1)CCCCSC#C[C@@H](C)NC(OC(C)(C)C)=O